BrC=1C(=CC2=C(N(C[C@H](NS2(=O)=O)CCCC)CC2=CC=C(C=C2)OC)C1)OC (R)-7-bromo-3-butyl-8-methoxy-5-(4-methoxybenzyl)-2,3,4,5-tetrahydrobenzo[f][1,2,5]thiadiazepine 1,1-dioxide